C12CCC(CC1)N2CC2=C(CNC=1C=CC(=NC1C)S(=O)(=O)N(C=1N=CSC1)CC1=CC=C(C=C1)OC)C(=CC=C2)F 5-((2-((7-azabicyclo[2.2.1]hept-7-yl)methyl)-6-fluorobenzyl)amino)-N-(4-methoxybenzyl)-6-methyl-N-(thiazol-4-yl)pyridine-2-sulfonamide